C(C)(C)(C)N1N=C(C=C1NC=1C=CC2=C(CN(S2(=O)=O)CC2=CC=C(C=C2)OC)C1F)[C@H]1C[C@H](CC1)N1N=CC=CC1=O cis-2-(3-(1-(tert-butyl)-5-((4-fluoro-2-(4-methoxybenzyl)-1,1-dioxido-2,3-dihydrobenzo[d]isothiazol-5-yl)amino)-1H-pyrazol-3-yl)cyclopentyl)pyridazin-3(2H)-one